OC=1C=2C(N(C(C1C(=O)NC13CC4(CC(CC(C1)C4)C3)O)=O)CCCCC)=CN(N2)CCO 4,5-dihydro-7-hydroxy-N-(1-hydroxyadamantan-3-yl)-2-(2-hydroxyethyl)-5-oxo-4-(1-pentyl)-2H-pyrazolo[4,3-b]pyridin-6-carboxamide